N6-(2-furanylmethyl)adenosine O1C(=CC=C1)CNC=1C=2N=CN([C@H]3[C@H](O)[C@H](O)[C@@H](CO)O3)C2N=CN1